9-(2-fluorophenyl)-3-methyl-16-thia-2,4,5,8-tetraazatetracyclo[8.6.0.02,6.011,15]hexadeca-1(10),3,5,8,11(15)-pentaene-13-carboxylic acid FC1=C(C=CC=C1)C1=NCC2=NN=C(N2C=2SC=3CC(CC3C12)C(=O)O)C